NC=1C=CC(=C(C1)N1N=CC(=C1)C1=CC=C2C(=NC=NN21)N(CC2=CC=C(C=C2)OC)CC2=CC=C(C=C2)OC)C 7-(1-(5-amino-2-methylphenyl)-1H-pyrazol-4-yl)-N,N-bis(4-methoxybenzyl)pyrrolo[2,1-f][1,2,4]triazin-4-amine